CC1=NC(=CC(=C1NC(CC1=CC=C(C=C1)OC)=O)C)N1CCOCC1 N-(2,4-Dimethyl-6-morpholin-4-yl-pyridin-3-yl)-2-(4-methoxy-phenyl)-acetamide